2-bromo-1-(5-Chloropyridin-2-yl)ethan-1-one BrCC(=O)C1=NC=C(C=C1)Cl